(2E)-2-{2-[({[(2E,3E)-4-(2,6-Dichlorophenyl)but-3-en-2-yliden]amino}oxy)methyl]phenyl}-2-(methoxyimino)-N-methylethanamid ClC1=C(C(=CC=C1)Cl)/C=C/C(/C)=N/OCC1=C(C=CC=C1)\C(\C(=O)NC)=N/OC